[CH2]CCC\C=C\CC\C=C\CCC[CH2] (5E,9E)-1λ3,14λ3-tetradeca-5,9-diene